FC=1C=C(C=C(C1)F)N(C=1C=C2C(=NN(C2=CC1)COCC[Si](C)(C)C)\C=C\C1=NC=CC=C1)C (E)-N-(3,5-difluorophenyl)-N-methyl-3-(2-(pyridin-2-yl)vinyl)-1-((2-(trimethylsilyl)ethoxy)methyl)-1H-indazol-5-amine